C1(CC1)COC=1C=CC(=NC1)NC([C@H](C)N1C[C@@](CCC1)(C1=CNC(C=C1)=O)O)=O (S)-N-(5-(cyclopropylmethoxy)pyridin-2-yl)-2-((R)-3-hydroxy-3-(6-oxo-1,6-dihydropyridin-3-yl)piperidin-1-yl)propionamide